Cl.FC=1C=CC(=NC1)NC(C)=O N-(5-fluoropyridin-2-yl)acetamide hydrochloride salt